NC=1C2=C(N=CN1)N(C=C2F)[C@@H]2O[C@@H]([C@H]([C@H]2O)O)[C@](C)(O)C2=CC=C(C=C2)Cl (2R,3R,4S,5S)-2-(4-amino-5-fluoro-7H-pyrrolo[2,3-d]pyrimidin-7-yl)-5-((R)-1-(4-chlorophenyl)-1-hydroxyethyl)tetrahydrofuran-3,4-diol